{5-chloro-2-[(3R)-3-methylpiperazin-1-yl]pyrimidin-4-yl}-N-(2-{imidazo[1,2-a]pyridin-3-yl}propan-2-yl)azetidine-3-carboxamide ClC=1C(=NC(=NC1)N1C[C@H](NCC1)C)N1CC(C1)C(=O)NC(C)(C)C1=CN=C2N1C=CC=C2